1,5-bis(2-bromo-3-hydroxy-4-methoxyphenyl)penta-1,4-dien-3-one BrC1=C(C=CC(=C1O)OC)C=CC(C=CC1=C(C(=C(C=C1)OC)O)Br)=O